O1C[C@H](C12CNC2)N2C[C@@H](CC2)NC(=O)[C@H]2CCN(C1(CC1)C2)C(=O)C2=NNC(=C2)C2=CC(=NC=C2F)OC (S)-N-((R)-1-((R)-1-oxa-6-azaspiro[3.3]heptan-3-yl)pyrrolidin-3-yl)-4-(5-(5-fluoro-2-methoxypyridin-4-yl)-1H-pyrazole-3-carbonyl)-4-azaspiro[2.5]octane-7-carboxamide